C12N(CC(CC1)CC2)C2=CC1=C(N=C(NC1=O)C)C=N2 6-((1s,4s)-2-azabicyclo[2.2.2]octane-2-yl)-2-methylpyrido[3,4-d]pyrimidin-4(3H)-one